dibutyl-dichlorozirconocene C(CCC)C1=C([C-](C=C1)Cl)CCCC.Cl[C-]1C=CC=C1.[Zr+2]